C(#N)C1(CC1)NC(=O)C1(CCC(CC1)(F)F)NC(=O)C=1C=CC2=C(OC3=C2C=CC(=C3)N3CCN(CC3)C)C1 N-(1-((1-cyanocyclopropyl)carbamoyl)-4,4-difluorocyclohexyl)-7-(4-methylpiperazin-1-yl)dibenzo[b,d]furan-3-carboxamide